Cl.ClCC=1C(=NC=CC1OC)C(C)C 3-(Chloromethyl)-2-isopropyl-4-methoxypyridine hydrochloride